[Si](C1=CC=CC=C1)(C1=CC=CC=C1)(C(C)(C)C)O[C@H]1C[C@H](CN(C1)CC)NC(=S)NC1=NC(=CN=C1O)C1=C(C=C(C=C1C)C#N)O 1-[(3R,5S)-5-[tert-Butyl(diphenyl)silyl]oxy-1-ethyl-3-piperidyl]-3-[6-(4-cyano-2-hydroxy-6-methyl-phenyl)-3-hydroxy-pyrazin-2-yl]thiourea